4-[(3S)-3-[2-chloro-4-(oxetan-3-ylamino)phenyl]-1,4-oxazepan-4-yl]-6-methyl-pyrimidin-2-amine ClC1=C(C=CC(=C1)NC1COC1)[C@H]1COCCCN1C1=NC(=NC(=C1)C)N